3-(2-(3,3-difluoro-1-methylpiperidin-4-yl)-6-methoxy-2H-indazol-5-yl)-4-fluorobenzene FC1(CN(CCC1N1N=C2C=C(C(=CC2=C1)C=1C=CC=CC1F)OC)C)F